CC(=CCC/C(=C/CC/C(=C/CSC[C@@H](C(=O)OC)N)/C)/C)C The molecule is an alpha-amino acid ester that is the methyl ester of S-[(2E,6E)-farnesyl]-L-cysteine. It is a L-cysteine derivative and an alpha-amino acid ester. It derives from a S-[(2E,6E)-farnesyl]-L-cysteine.